(S)-7-((2S)-5-Chloro-6-fluoro-2-phenyl-2-((S)-pyrrolidin-2-yl)-2,3-dihydrobenzofuran-4-yl)-8-fluoro-N-methyl-3,4-dihydro-2H-benzo[b][1,4]oxazine-6-carboxamide ClC=1C(=CC2=C(C[C@@](O2)([C@H]2NCCC2)C2=CC=CC=C2)C1C=1C(=CC2=C(OCCN2)C1F)C(=O)NC)F